(R)-4-(7-chloropyrazolo[1,5-a]pyridin-2-yl)-5-(5-(trifluoromethyl)pyrimidin-2-yl)-4,5,6,7-tetrahydro-1H-imidazo[4,5-c]pyridine ClC1=CC=CC=2N1N=C(C2)[C@@H]2N(CCC1=C2N=CN1)C1=NC=C(C=N1)C(F)(F)F